3-(4-chloro-3-fluoro-phenyl)-3-hydroxy-azetidine-1-carboxylic acid benzyl ester C(C1=CC=CC=C1)OC(=O)N1CC(C1)(O)C1=CC(=C(C=C1)Cl)F